FC=1C=C2C(=C(NC2=CC1F)C1=CC=C(C=C1)F)C1=NN=C(O1)NC1C(NCC1)=O 3-({5-[5,6-difluoro-2-(4-fluorophenyl)-1H-indol-3-yl]-1,3,4-oxadiazol-2-yl}amino)pyrrolidin-2-one